3-(2-(aminomethyl)-5-cyclopropylpyrazolo[1,5-a]pyridin-7-yl)oxazolidin-2-one NCC1=NN2C(C=C(C=C2N2C(OCC2)=O)C2CC2)=C1